NC1=CC=C(C=C1)C(C#N)O 2-(4-aminophenyl)-2-hydroxyacetonitrile